The molecule is an imidazoquinoline that is 1,3-dihydro-2H-imidazo[4,5-c]quinolin-2-one which is substituted at positions 1, 3, and 8 by by p-(pyrrol-1-yl)phenyl, methyl, and pyridin-3-yl group, respectively. A potent and specific inhibitor of Target Of Rapamycin Complex 2 (TORC2). It has a role as a protein kinase inhibitor. It is an imidazoquinoline, a member of pyrroles, a member of pyridines and a member of phenylureas. CN1C2=CN=C3C=CC(=CC3=C2N(C1=O)C4=CC=C(C=C4)N5C=CC=C5)C6=CN=CC=C6